NC1=C(C(NC2=C(C=CC=C12)C1=C(C=CC(=C1)OCC1=NNC=C1)F)=O)C(=O)NCCC 4-amino-8-[2-fluoro-5-(1H-pyrazol-3-ylmethoxy)phenyl]-2-oxo-N-propyl-1H-quinoline-3-carboxamide